C(C1=CC=CC=C1)OC(=O)N[C@@H](CCCCNC(CNC(=O)OC(C)(C)C)=O)C(=O)OC methyl N2-((benzyloxy)carbonyl)-N6-((tert-butoxycarbonyl)glycyl)-L-lysinate